CC(COCCNC(C=C)=O)C N-[2-(2-methylpropoxy)ethyl]-acrylamide